methyl-6-chloro-2-methoxynicotinic acid CC=1C(=NC(=C(C(=O)O)C1)OC)Cl